C(#N)[C@]1(CCC=2N(C1)N=CC2)NC([C@@H](CC2CC2)NC(=O)C=2NC1=CC=CC=C1C2)=O |o1:2,13| N-((R or S)-1-(((R or S)-6-cyano-4,5,6,7-tetrahydropyrazolo[1,5-a]pyridin-6-yl)amino)-3-cyclopropyl-1-oxopropan-2-yl)-1H-indole-2-carboxamide